ethyl [(2R,3S,4S,5R,6S)-3,4,5-trihydroxy-6-[5-methyl-1-propan-2-yl-4-[(4-propan-2-yloxyphenyl)methyl]pyrazol-3-yl]oxyoxan-2-yl]methyl carbonate C(OCC)(OC[C@H]1O[C@H]([C@@H]([C@H]([C@@H]1O)O)O)OC1=NN(C(=C1CC1=CC=C(C=C1)OC(C)C)C)C(C)C)=O